(3R)-aminoproline NN1[C@@H](CCC1)C(=O)O